C(#N)C1=CC=CC(=N1)CN1C2=C(C3=CC=CC(=C13)C(=O)O)CCCC(C2)CCCCCC 5-[(6-cyanopyridin-2-yl)methyl]-7-hexyl-5H,6H,7H,8H,9H,10H-cyclohepta[b]indole-4-carboxylic acid